N1C(=NC2=C1C=CC=C2)SCC(=O)N(CC)C2CCCCC2 2-(1H-1,3-benzodiazol-2-ylsulfanyl)-N-cyclohexyl-N-ethylacetamide